4-(5-Chloro-2-(4-(difluoromethyl)-1H-1,2,3-triazol-1-yl)phenyl)-2-methoxypyridine ClC=1C=CC(=C(C1)C1=CC(=NC=C1)OC)N1N=NC(=C1)C(F)F